[Ir+3].C1(=CC(=CC=C1)C1=[NH+]C=CC(=C1)C(C)(C)C)C1=CC=CC=C1.C1(=CC(=CC=C1)C1=[NH+]C=CC(=C1)C(C)(C)C)C1=CC=CC=C1.C1(=CC(=CC=C1)C1=[NH+]C=CC(=C1)C(C)(C)C)C1=CC=CC=C1 tris(2-(biphenyl-3-yl)-4-tert-butylpyridinium) iridium (III)